[Mo].[Eu] europium-molybdenum